[(3S*,4R*)-4-(2-Fluoro-4-methoxyphenyl)-1-(2-hydroxyethyl)-2-oxopyrrolidin-3-yl]carbamic Acid Benzyl Ester C(C1=CC=CC=C1)OC(N[C@@H]1C(N(C[C@H]1C1=C(C=C(C=C1)OC)F)CCO)=O)=O |o1:10,14|